2,6-dichloro-N-(3-methoxybenzyl)benzothioamide tert-butyl-(2-(2-(1-amino-2-hydroxybutan-2-yl)-6-(4-fluorophenyl)pyridin-4-yl)propan-2-yl)carbamate C(C)(C)(C)N(C(O)=O)C(C)(C)C1=CC(=NC(=C1)C1=CC=C(C=C1)F)C(CN)(CC)O.ClC1=C(C(NCC2=CC(=CC=C2)OC)=S)C(=CC=C1)Cl